sodium (E)-6,6'-(ethene-1,2-diyl)bis(3-(4-nitrobenzamido)benzenesulfonate) C(=C\C1=CC=C(C=C1S(=O)(=O)[O-])NC(C1=CC=C(C=C1)[N+](=O)[O-])=O)/C1=CC=C(C=C1S(=O)(=O)[O-])NC(C1=CC=C(C=C1)[N+](=O)[O-])=O.[Na+].[Na+]